2'-azaadenosine [C@@H]1(N(O)[C@H](O)[C@@H](CO)O1)N1C=NC=2C(N)=NC=NC12